5-[(E)-phenyldiazenyl]pyrimidine-4,6-diamine C1(=CC=CC=C1)/N=N/C=1C(=NC=NC1N)N